FC(C(CC1=NC(NC(N1)=O)=O)C1=CC=CC=C1)(F)F 6-(3,3,3-trifluoro-2-phenylpropyl)-1,3,5-triazine-2,4(1H,3H)-dione